C1(CC1)C1=NC=C(C(=N1)OC1CCCC=2N=C(SC21)C)C#N 2-cyclopropyl-4-((2-methyl-4,5,6,7-tetrahydrobenzo[d]thiazol-7-yl)oxy)pyrimidine-5-carbonitrile